C(=O)(OCC1=CC=CC=C1)C(C(=O)O)(C)N Cbz-aminopropionic acid